FC=1C=C(NC=2OC[C@](CN2)(F)CO)C=C(C1OC1=C2C(=NC=C1)NC=C2)F |r| (+/-)-[2-{3,5-difluoro-4-[(1H-pyrrolo[2,3-b]pyridin-4-yl)oxy]anilino}-5-fluoro-5,6-dihydro-4H-1,3-oxazin-5-yl]methanol